C(C=C)(=O)OC Methyl (acrylate)